lignoceryl palmitoleate C(CCCCCCC\C=C/CCCCCC)(=O)OCCCCCCCCCCCCCCCCCCCCCCCC